stibium-arsenic [As].[Sb]